ClC1=C(OCC(CN(C)CC2=CC(=C(C=C2)OCCN2CCC(CC2)C)OC)O)C(=CC=C1)Cl 1-(2,6-dichlorophenoxy)-3-((3-methoxy-4-(2-(4-methylpiperidin-1-yl)ethoxy)benzyl)(methyl)amino)propan-2-ol